C1(CC1)N1N=CC(=C1)N1C=C(C2C(NC(C=C21)=O)=O)[N+](=O)[O-] (1-cyclopropyl-1H-pyrazol-4-yl)-3-nitro-1,3a-dihydro-4H-pyrrolo[3,2-c]pyridine-4,6(5H)-dione